(S)-2-(((benzyloxy)carbonyl)amino)-3,3-dicyclopropylpropanoic acid C(C1=CC=CC=C1)OC(=O)N[C@H](C(=O)O)C(C1CC1)C1CC1